CC1(C=C(NN1)C1CCCCC1)C1CCCCC1 5-methyl-3,5-dicyclohexylpyrazoline